ethyl 2-[7-[(E)-2-[(t-butoxycarbonylamino)methyl]-3-fluoro-allyloxy]-1-oxo-3,4-dihydroisoquinolin-2-yl]acetate C(C)(C)(C)OC(=O)NC/C(/COC1=CC=C2CCN(C(C2=C1)=O)CC(=O)OCC)=C\F